NC1=C2CC[C@@H](N(C2=CC=C1N[C@@H]1C[C@@H](CCC1)C#N)C(=O)OC)C methyl (S)-5-amino-6-(((cis)-3-cyanocyclohexyl)amino)-2-methyl-3,4-dihydroquinoline-1(2H)-carboxylate